2-(2-Chloro-3,6-difluorophenyl)-N-{3-sulfamoyl-4-[4-(trifluoromethyl)-1H-pyrazol-1-yl]phenyl}acetamide ClC1=C(C(=CC=C1F)F)CC(=O)NC1=CC(=C(C=C1)N1N=CC(=C1)C(F)(F)F)S(N)(=O)=O